OC1=C(C(=O)O)C(=CC=C1O)O 2,3,6-trihydroxybenzoic acid